(S or R)-4-(4-((1R,5S,8S)-8-amino-3-azabicyclo[3.2.1]octan-3-yl)-6-chloro-2-(3-(dimethylamino)azetidin-1-yl)-8-fluoroquinazolin-7-yl)naphthalen-2-ol NC1[C@H]2CN(C[C@@H]1CC2)C2=NC(=NC1=C(C(=C(C=C21)Cl)C2=CC(=CC1=CC=CC=C21)O)F)N2CC(C2)N(C)C